ClC=1C(=CC2=C(N(C[C@H](N(S2(=O)=O)C)CC(C)C)C2=CC=CC=C2)C1)C=1C=C(C(=CC1)C1=CC=CC=C1)C(=O)O (R)-4-(7-chloro-3-isobutyl-2-methyl-1,1-dioxido-5-phenyl-2,3,4,5-tetrahydrobenzo[f][1,2,5]thiadiazepin-8-yl)-[1,1'-biphenyl]-2-carboxylic acid